C(OCCC)([O-])=O propyl carbonate